C1(CC1)C1=C(C=CC(=N1)C(=O)NC1=CC(=CC=C1)[C@@H](CC1=NN=CN1C)C)CO (R)-6-cyclopropyl-5-(hydroxymethyl)-N-(3-(1-(4-methyl-4H-1,2,4-triazol-3-yl)propan-2-yl)phenyl)picolinamide